C1(CC1)C=CC1=CC(=C2C=CC=NC2=C1)C1(CC1)C=1C(=C(C(=O)N)C=CC1)C (1-(7-(2-cyclopropylvinyl)quinolin-5-yl)cyclopropyl)-2-methylbenzamide